O=C1NC(CCC1N1C(C2=C(C=C(C=C2C1)CN(C1CCN(CC1)C1=CC=C(C=C1)NC1=NC=C(C(=N1)NCC=1C=NC=CC1)C(F)(F)F)C)F)=O)=O 3-(((2-((4-(4-(((2-(2,6-dioxopiperidin-3-yl)-7-fluoro-1-oxoisoindoline-5-yl)methyl)(methyl)amino)piperidin-1-yl)phenyl)amino)-5-(trifluoromethyl)pyrimidin-4-yl)amino)methyl)pyridine